tert-butyl (3R)-4-(10-hydroxy-10-((1-methyl-3-oxo-1,3-dihydro-2H-pyrazolo[3,4-d]pyrimidin-2-yl)methyl)-7-azaspiro[4.5]decane-7-carbonyl)-3-phenylpiperazine-1-carboxylate OC1(CCN(CC12CCCC2)C(=O)N2[C@@H](CN(CC2)C(=O)OC(C)(C)C)C2=CC=CC=C2)CN2N(C1=NC=NC=C1C2=O)C